5-(2-acetamidoimidazo[1,2-b]pyridazin-6-yl)-2-methoxy-6-methylnicotinic acid C(C)(=O)NC=1N=C2N(N=C(C=C2)C=2C(=NC(=C(C(=O)O)C2)OC)C)C1